2-[2-(aminomethyl)-3,3-difluoro-allyl]-4-[[3-methyl-5-(4-methylsulfonylphenyl)-2-thienyl]methyl]-1,2,4-triazol-3-one NCC(CN1N=CN(C1=O)CC=1SC(=CC1C)C1=CC=C(C=C1)S(=O)(=O)C)=C(F)F